C(#N)C=1C=NC=CC1NC(=O)C=1N=C2N(C=CC=C2C2=C(C=CC=C2)OCC(F)(F)F)C1 N-(3-cyanopyridin-4-yl)-8-(2-(2,2,2-trifluoroethoxy)phenyl)imidazo[1,2-a]pyridine-2-carboxamide